N1(CCN(CC1)CCSSCCCCN(CC(CCCCCCCC)O)CC(CCCCCCCC)O)CCSSCCCCN(CC(CCCCCCCC)O)CC(CCCCCCCC)O 1,1',1'',1'''-((((Piperazine-1,4-diylbis(ethane-2,1-diyl))bis(disulfanediyl))bis(butane-4,1-diyl))bis(azanetriyl))tetrakis(decan-2-ol)